[3-(4-chloro-2-fluoro-phenyl)-5-methyl-triazol-4-yl]methanol hexane-1,6-diyl-bis(2-hexyldecanoate) C(CCCCCC(C(=O)O)(CCCCCCCC)CCCCCC)C(C(=O)O)(CCCCCCCC)CCCCCC.ClC1=CC(=C(C=C1)N1N=NC(=C1CO)C)F